C(C1=CC=CC=C1)N1CCC(CC1)C1=NN2C(S1)=NC(=C2)C2=CC=C(C=C2)S(=O)(=O)C 2-(1-benzylpiperidin-4-yl)-6-(4-(methylsulfonyl)phenyl)imidazo[2,1-b][1,3,4]thiadiazole